lithium 2,2'-thiodiglycolate S(C(C(=O)[O-])O)C(C(=O)[O-])O.[Li+].[Li+]